N-(3-(6-cyclohexyl-2-((4-methoxyphenyl)amino)-7-pteridinone-8(7H)-yl)phenyl)acrylamide (2R,3R,4R,5R)-2-(acetoxymethyl)-5-(6-chloro-9H-purin-9-yl)tetrahydrofuran-3,4-diyl-diacetate C(C)(=O)OC[C@@H]1O[C@H]([C@@H]([C@H]1CC(=O)O)CC(=O)O)N1C2=NC=NC(=C2N=C1)Cl.C1(CCCCC1)C1=NC=2C=NC(=NC2N(C1=O)C=1C=C(C=CC1)NC(C=C)=O)NC1=CC=C(C=C1)OC